tert-butyl N-[(3R)-1-[1-[2-[5-(tert-butoxycarbonylamino)-2-methyl-anilino]-1-methyl-2-oxo-ethyl]-3-methyl-indol-5-yl]sulfonylpyrrolidin-3-yl]carbamate C(C)(C)(C)OC(=O)NC=1C=CC(=C(NC(C(C)N2C=C(C3=CC(=CC=C23)S(=O)(=O)N2C[C@@H](CC2)NC(OC(C)(C)C)=O)C)=O)C1)C